(1,2,2,2-tetrafluoroethyl)benzo[b]thiophene FC(C(F)(F)F)C1=CC2=C(S1)C=CC=C2